C(CCCCCCCCCCCCCCCCC)(=O)N[C@@H](CCC(=O)[O-])C(=O)[O-] N-octadecanoylglutamate